N-[[4-[6-[4-[[4-[4-[(2,6-dioxo-3-piperidyl)amino]phenyl]-1-piperidyl]methyl]phenyl]pyrrolo[2,1-f][1,2,4]triazin-4-yl]-2-methyl-phenyl]methyl]-5-isopropyl-pyrimidine-2-carboxamide O=C1NC(CCC1NC1=CC=C(C=C1)C1CCN(CC1)CC1=CC=C(C=C1)C=1C=C2C(=NC=NN2C1)C1=CC(=C(C=C1)CNC(=O)C1=NC=C(C=N1)C(C)C)C)=O